6-CHLORO-7-FLUOROINDOLE-3-CARBOXALDEHYDE ClC1=CC=C2C(=CNC2=C1F)C=O